6,7-dimethoxy-2-methyl-N-{(1R)-1-[3-(1H-pyrazol-3-yl)phenyl]ethyl}quinazolin-4-amine COC=1C=C2C(=NC(=NC2=CC1OC)C)N[C@H](C)C1=CC(=CC=C1)C1=NNC=C1